(2-((2-pentylcyclopentylidene)methoxy)ethyl)benzene C(CCCC)C1C(CCC1)=COCCC1=CC=CC=C1